C(C=C)(=O)O.C(O)C(CC)(CO)CO.C(O)C(CC)(CO)CO di(trimethylolpropane) acrylate